FC=1C(=NC(=CC1)B1OC(C(O1)(C)C)(C)C)OC 3-fluoro-2-methoxy-6-(4,4,5,5-tetramethyl-1,3,2-dioxaborolan-2-yl)pyridine